C1(CC1)NC(=O)C=1C=C(C(=CC1)C)C1=CC=C(C=C1)C(C(CCOC)C)=O N-cyclopropyl-4'-(4-methoxy-2-methylbutanoyl)-6-methyl-[1,1'-biphenyl]-3-carboxamide